1-bromo-3-(1-(5-chloro-2-ethoxy-4-methylphenyl)ethyl)imidazo[1,5-a]pyrazin-8-amine BrC=1N=C(N2C1C(=NC=C2)N)C(C)C2=C(C=C(C(=C2)Cl)C)OCC